BrC1=CN(C2=NC=C(C=C21)C#N)S(=O)(=O)C2=CC=C(C)C=C2 3-bromo-1-tosyl-1H-pyrrolo[2,3-b]pyridine-5-carbonitrile